O=C1NC(CCC1N1C(C2=CC=C(C=C2C1)N1CCC(CC1)NCC1=C(C=C(C=C1)NC1=NC=C(C(=N1)NC1=C(C(=O)NC)C=CC=C1)C(F)(F)F)F)=O)=O 2-((2-((4-(((1-(2-(2,6-dioxopiperidin-3-yl)-1-oxoisoindolin-5-yl)piperidin-4-yl)amino)methyl)-3-fluorophenyl)amino)-5-(trifluoromethyl)pyrimidin-4-yl)amino)-N-methyl-benzamide